3-[3-(3-ethoxyphenylamino)-2-hydroxypropyl]-1H-1,2,4-triazole-5(4H)-thione C(C)OC=1C=C(C=CC1)NCC(CC1=NNC(N1)=S)O